C(#N)CCNC(=O)CNC(=O)C1=CC=CC(=N1)C1=CC=C2C=CC=C(C2=C1)NC(C=C)=O N-{7-[6-({[(2-cyanoethyl)carbamoyl]methyl}carbamoyl)pyridin-2-yl]naphthalen-1-yl}prop-2-enamide